ClC1=CC=C(COC=2C=C(C=O)C=CC2OCC2=CC=C(C=C2)Cl)C=C1 3,4-bis(4-chlorobenzyloxy)benzaldehyde